FC1=CC=CC2=C1NC(=N2)C2=CC(=NN2CC2=CC=C(C=C2)OC)N 5-(7-Fluoro-1H-benzimidazol-2-yl)-1-[(4-methoxyphenyl)-methyl]pyrazol-3-amine